CNC1=C(C=CC=C1)NC1=C(C=CC=C1)NC bis(2-methylaminophenyl)amine